C(C)S(=O)(=O)C=1C=CCN(C1C=1OC2=C(N1)C=C(C=C2)SC(F)(F)F)C 5-ethylsulfonyl-N-methyl-6-[5-(trifluoromethylsulfanyl)-1,3-benzoxazol-2-yl]Pyridine